3-(4-chloro-2-hydroxy-6-methylphenyl)-5-methyl-8-((R)-piperidin-3-yl)-5,6,7,8-tetrahydropyrido[2,3-c]pyridazin-5-ol ClC1=CC(=C(C(=C1)C)C1=CC2=C(N=N1)N(CCC2(O)C)[C@H]2CNCCC2)O